chloro[methyl 2,5-bis(1H-pyrazol-1-ylmethyl)benzoate] ClC1=C(C(=C(C(=O)[O-])C=C1CN1N=CC=C1)CN1N=CC=C1)C